Hexanediol bisacrylate C(C=C)(=O)OC(CCCCC)OC(C=C)=O